C(CCCCCCCCC)[SiH2]C1=C(C[SiH](C)C)C=CC=C1 (2-(decylsilyl)benzyl)dimethylsilane